5-cyclopropyl-3-(2,6-dichloro-4-methoxyphenyl)isoxazole C1(CC1)C1=CC(=NO1)C1=C(C=C(C=C1Cl)OC)Cl